4-bromo-1,3-thiazole-2-carbaldehyde BrC=1N=C(SC1)C=O